(1S,2S,3R)-N-(8-amino-7-fluoro-6-(4-methylpyridin-3-yl)isoquinolin-3-yl)-2-(1-(2-hydroxyethyl)-1H-pyrazol-4-yl)-3-methylcyclopropanecarboxamide NC=1C(=C(C=C2C=C(N=CC12)NC(=O)[C@@H]1[C@H]([C@H]1C)C=1C=NN(C1)CCO)C=1C=NC=CC1C)F